CS(=O)(=O)N1CCN(CC1)CC1=CC(=NC=C1)NC=1SC2=C(N1)C=CC(=C2)C=2C=NNC2 N-(4-((4-(methylsulfonyl)piperazin-1-yl)methyl)pyridin-2-yl)-6-(1H-pyrazol-4-yl)benzo[d]thiazol-2-amine